C1CCC2=C(C=3CCCC3C=C12)NC(=O)NS(=O)(=O)\C=C\[C@@H]1N(CCC1)CCC (R,E)-N-((1,2,3,5,6,7-hexahydro-s-indacen-4-yl)carbamoyl)-2-(1-propylpyrrolidin-2-yl)ethene-1-sulfonamide